ethyl (S)-2-chlorobutyrate Cl[C@H](C(=O)OCC)CC